Ethyl (-)-lactate C(C(O)C)(=O)OCC